ClC=1C=C2C(=NC=NC2=CC1C1=C(C=CC=C1)F)N1CCN(CC1)C(=O)\C(\C#N)=C\C(CO)(C)C (E)-2-(4-(6-chloro-7-(2-fluorophenyl)quinazolin-4-yl)piperazine-1-carbonyl)-5-hydroxy-4,4-dimethylpent-2-enenitrile